ClC1=C(C=2N=C(N=C3C2C(=N1)OCCN3CC3=C(C=C(C=C3)OC)OC)SC)F 5-chloro-10-(2,4-dimethoxybenzyl)-4-fluoro-2-(methylthio)-9,10-dihydro-8H-7-oxa-1,3,6,10-tetraazacyclohepta[de]naphthalene